4-(1-phenylvinyl)-1,1'-biphenyl C1(=CC=CC=C1)C(=C)C1=CC=C(C=C1)C1=CC=CC=C1